(S)-3-(5-(3-(3-((3-fluoro-4-((8-isopropoxy-7-(1H-pyrazol-4-yl)-[1,2,4]triazolo[1,5-c]pyrimidin-2-yl)amino)phenyl)sulfonyl)benzyl)cyclobutyl)-1-oxoisoindolin-2-yl)piperidine-2,6-dione FC=1C=C(C=CC1NC1=NN2C=NC(=C(C2=N1)OC(C)C)C=1C=NNC1)S(=O)(=O)C=1C=C(CC2CC(C2)C=2C=C3CN(C(C3=CC2)=O)[C@@H]2C(NC(CC2)=O)=O)C=CC1